C1(=CC=CC=C1)SC1=CC=C(C=C1)CCCCCCCC 1-(4-phenylsulfanylphenyl)-octane